(2R,4R)-1-(3-chloro-2-fluorobenzyl)-4-((3,5-difluoro-4-(1-fluoroethyl)-6-((5-methyl-1H-pyrazol-3-yl)amino)pyridin-2-yl)methyl)-2-methylpiperidine-4-carboxylic acid ClC=1C(=C(CN2[C@@H](C[C@@](CC2)(C(=O)O)CC2=NC(=C(C(=C2F)C(C)F)F)NC2=NNC(=C2)C)C)C=CC1)F